9-(3-(4-chloro-6-(3-(triphenylsilyl)phenyl)-1,3,5-triazin-2-yl)phenyl-2,4,5,6-d4)-9H-carbazole-1,2,3,4,5,6,7,8-d8 ClC1=NC(=NC(=N1)C1=CC(=CC=C1)[Si](C1=CC=CC=C1)(C1=CC=CC=C1)C1=CC=CC=C1)C=1C(=C(C(=C(C1[2H])[2H])[2H])N1C2=C(C(=C(C(=C2C=2C(=C(C(=C(C12)[2H])[2H])[2H])[2H])[2H])[2H])[2H])[2H])[2H]